di-tert-butyl (((S)-1-(tert-butoxy)-6-(3-(4-fluorophenyl)thioureido)-1-oxohexan-2-yl)carbamoyl)-L-glutamate C(C)(C)(C)OC([C@H](CCCCNC(=S)NC1=CC=C(C=C1)F)NC(=O)N[C@@H](CCC(=O)OC(C)(C)C)C(=O)OC(C)(C)C)=O